FC1(CCN(CC1)C1=C(C=NC(=C1)C)N)F 4-(4,4-difluoropiperidin-1-yl)-6-methylpyridin-3-amine